[S].C1CCCCCCC1 cyclooctane sulfur